(1S,2S,6R)-2-amino-6-(2-(2-fluorophenyl)-6-(1H-1,2,4-triazol-3-yl)-1H-imidazo[4,5-c]pyridin-1-yl)cyclohexane-1-carbonitrile N[C@@H]1[C@@H]([C@@H](CCC1)N1C(=NC=2C=NC(=CC21)C2=NNC=N2)C2=C(C=CC=C2)F)C#N